(S or R)-4-((6-(2-hydroxy-6-methyl-4-(trifluoromethyl)phenyl)-2H-pyrazolo[3,4-b]pyridin-2-yl)methyl)-5,5-dimethylpyrrolidin-2-one OC1=C(C(=CC(=C1)C(F)(F)F)C)C=1C=CC=2C(N1)=NN(C2)C[C@@H]2CC(NC2(C)C)=O |o1:22|